(2S)-N-(4-(4-(3,6-diazabicyclo[3.1.1]hept-6-yl)-3-fluorophenyl)-5-methylthiazol-2-yl)-2-(4,6-dimethyl-5,7-dioxo-4,5,6,7-tetrahydro-1H-pyrazolo[4,3-D]pyrimidin-1-yl)propionamide C12CNCC(N1C1=C(C=C(C=C1)C=1N=C(SC1C)NC([C@H](C)N1N=CC=3N(C(N(C(C31)=O)C)=O)C)=O)F)C2